C(C)(=O)N1CCC(CC1)C1=CC2=C(N=C(N=C2N[C@H](C)C2=CC(=CC(=C2)C(F)(F)F)N)C)C(N1C)=O (R)-6-(1-acetylpiperidin-4-yl)-4-(1-(3-amino-5-(trifluoromethyl)phenyl)ethylamino)-2,7-dimethylpyrido[3,4-d]pyrimidin-8(7H)-one